(S)-cyclohexyl-(2-(3-(3-phenylpropyl)-1,2,4-oxadiazol-5-yl)piperidin-1-yl)methanone C1(CCCCC1)C(=O)N1[C@@H](CCCC1)C1=NC(=NO1)CCCC1=CC=CC=C1